tert-butyl 2-(2-(2-isopropylphenyl)-4-(4-(4-methoxyphenyl) cyclohexyl) piperazin-1-yl)-7-azaspiro[3.5]nonane-7-carboxylate C(C)(C)C1=C(C=CC=C1)C1N(CCN(C1)C1CCC(CC1)C1=CC=C(C=C1)OC)C1CC2(C1)CCN(CC2)C(=O)OC(C)(C)C